FC1=CC=C(C=C1)C(CNC(=O)[C@H]1COC2=C(C1)C=C(C=C2)OC2=CC=NC=1NC(CCC21)=O)=O (3R)-N-[2-(4-fluorophenyl)-2-oxoethyl]-6-[(7-oxo-5,6,7,8-tetrahydro-1,8-naphthyridin-4-yl)oxy]-3,4-dihydro-2H-1-benzopyran-3-carboxamide